OC=1C(C2(C(=CN1)N(C(C2(O)O)(O)O)C(=O)OC(C)(C)C)O)(O)O tert-butyl octahydroxy-1H-pyrrolo[2,3-c]pyridine-1-carboxylate